FC1=CC=C(C=C1)N(C(=O)[C@@H]1N(C[C@H](C1)O)C(=O)OC(C)(C)C)C tert-butyl (2R,4S)-2-[(4-fluorophenyl)(methyl)carbamoyl]-4-hydroxypyrrolidine-1-carboxylate